2-((4-(4-(tert-Butoxycarbonyl)piperazin-1-yl)phenyl)amino)-5-chloropyrimidine-4-carboxylic acid methyl ester COC(=O)C1=NC(=NC=C1Cl)NC1=CC=C(C=C1)N1CCN(CC1)C(=O)OC(C)(C)C